2-chloro-N-(2-hydroxy-1-phenylcyclohexyl)acetamide ClCC(=O)NC1(C(CCCC1)O)C1=CC=CC=C1